tert-butyl 3-[4-(2,4-dioxohexahydropyrimidin-1-yl)-8-isoquinolyl]-3,8-diazabicyclo[3.2.1]octane-8-carboxylate O=C1N(CCC(N1)=O)C1=CN=CC2=C(C=CC=C12)N1CC2CCC(C1)N2C(=O)OC(C)(C)C